CN1C=NC(=C1)/C=C/C(=O)OC(C)(C)C tert-butyl (E)-3-(1-methyl-1H-imidazol-4-yl)acrylate